NC(C#CC=1C=C(C=2N(C1)N=CC2C#N)C=2C=CC(=NC2)N2CCC(CC2)(C)NC(C2=C(C=CC(=C2)F)C)=O)(C)C N-(1-(5-(6-(3-amino-3-methylbut-1-yn-1-yl)-3-cyanopyrazolo[1,5-a]pyridine-4-yl)pyridin-2-yl)-4-methylpiperidin-4-yl)-5-fluoro-2-methylbenzamide